1-(adamantan-1-yl)-3-(3-aminoadamantan-1-yl)urea 2,2,2-trifluoroacetate FC(C(=O)O)(F)F.C12(CC3CC(CC(C1)C3)C2)NC(=O)NC23CC1(CC(CC(C2)C1)C3)N